2'-ethoxy-4-(1-(5-fluoropyridinoyl)pyrrolidin-3-yl)biphenyl-3-carbaldehyde C(C)OC1=C(C=CC=C1)C1=CC(=C(C=C1)C1CN(CC1)C(=O)C1=NC=C(C=C1)F)C=O